3-((2-(1-isopropyl-1H-pyrazol-5-yl)pyridin-3-yl)methoxy)-5-methoxyisonicotinaldehyde C(C)(C)N1N=CC=C1C1=NC=CC=C1COC1=C(C=O)C(=CN=C1)OC